C(C)C(CC(C(C(=O)[O-])S(=O)(=O)O)(C(=O)[O-])CC(CCCC)CC)CCCC bis(2-ethylhexyl)sulphosuccinate